tert-butyl 7-{4-[(3-methyl-4-{[1,2,4]triazolo[1,5-a]pyridin-7-ylmethyl}phenyl)amino]pyrido[3,2-d]pyrimidin-6-yl}-4,7-diazaspiro[2.5]octane-4-carboxylate CC=1C=C(C=CC1CC1=CC=2N(C=C1)N=CN2)NC=2C1=C(N=CN2)C=CC(=N1)N1CCN(C2(CC2)C1)C(=O)OC(C)(C)C